diphenyl-N,N'-bis[4-(N,N-ditolylamino)phenyl]benzidine C1(=CC=CC=C1)N(C1=CC=C(C2=CC=C(N(C3=CC=C(C=C3)N(C3=C(C=CC=C3)C)C3=C(C=CC=C3)C)C3=CC=CC=C3)C=C2)C=C1)C1=CC=C(C=C1)N(C1=C(C=CC=C1)C)C1=C(C=CC=C1)C